(R)-3-((S)-3-(2-bromo-5-carbamoylphenyl)-1-(tert-butoxy)-1-oxopropan-2-yl)pyrrolidine-1-carboxylic acid tert-butyl ester C(C)(C)(C)OC(=O)N1C[C@H](CC1)[C@@H](C(=O)OC(C)(C)C)CC1=C(C=CC(=C1)C(N)=O)Br